N-methyl-butyl-pyrrolidine chloride [Cl-].CN1C(CCC1)CCCC